ethyl 3-(7-(difluoromethyl)-6-(1-methyl-1H-pyrazol-4-yl)-3,4-dihydroquinolin-1(2H)-yl)-1-(tetrahydro-2H-pyran-4-yl)-4,5,6,7-tetrahydro-1H-indazole-5-carboxylate FC(C1=C(C=C2CCCN(C2=C1)C1=NN(C=2CCC(CC12)C(=O)OCC)C1CCOCC1)C=1C=NN(C1)C)F